(2-cyano-2-(2-(3,5-dimethyl-4-(4-hydroxy-3-isopropenylphenoxy)phenyl)hydrazono)acetyl)carbamic acid ethyl ester C(C)OC(NC(C(=NNC1=CC(=C(C(=C1)C)OC1=CC(=C(C=C1)O)C(=C)C)C)C#N)=O)=O